Cl.OCCCOCC1NCC=2C=CC(=NC2C1)C(=O)O 7-((3-hydroxypropoxy)methyl)-5,6,7,8-tetrahydro-1,6-naphthyridine-2-carboxylate hydrochloride